C(C)N1C(=NC2=C1C=CC(=C2)C(=O)NCCO)NC=2OC1=C(N2)C=CC(=C1)OC(F)(F)F 1-ethyl-N-(2-hydroxy-ethyl)-2-((6-(trifluoro-methoxy)benzo[d]-oxazol-2-yl)amino)-1H-benzo[d]imidazole-5-carboxamide